[Si]([O-])([O-])([O-])[O-].[Nd+3].[Na+].NCC=1C=C(C=CC1)N1N=C(C=C1C(=O)NC1=C(C=CC(=C1)C(C1=C(C=CC=C1)O)NCC1CC1)F)C(F)(F)F (+)-1-(3-(aminomethyl)phenyl)-N-(5-((cyclopropylmethylamino)(2-hydroxyphenyl)methyl)-2-fluorophenyl)-3-(trifluoromethyl)-1H-pyrazole-5-carboxamide Sodium Neodymium Silicate